(5-(benzo[b]thiophen-3-yl)thiophen-2-yl)-4-oxobutanoic acid S1C2=C(C(=C1)C1=CC=C(S1)C(C(=O)O)CC=O)C=CC=C2